NNOCCN1CC2=CC=CC=C2C=C1 2-(2-hydrazine-2-oxyethyl)-isoquinoline